2-hydroxypropylphosphate OC(COP(=O)([O-])[O-])C